C(C#CCC)OC1=CC=C(C=C1)[C@H](CC(=O)O)C#CC (3S)-3-[4-(pent-2-yn-1-yloxy)phenyl]hex-4-ynoic acid